C1(=CC=CC=C1)C(=O)C1C(NN2C(S1)=NN=C2C)C2=CC=CC=C2 (phenyl)(3-methyl-6-phenyl-6,7-dihydro-5H-[1,2,4]triazolo[3,4-b][1,3,4]thiadiazin-7-yl)methanone